racemic-N,5-dimethyl-6,7-dihydro-4H-2-benzothiophen-5-amine hydrochloride Cl.CN[C@]1(CC=2C(=CSC2)CC1)C |r|